2-fluoro-4-iodo-6-(trifluoromethyl)pyridine FC1=NC(=CC(=C1)I)C(F)(F)F